N-ethyl-3-(4-((3-fluorophenyl)ethynyl)phenyl)-N-methyl-1,2,4-oxadiazol-5-amine C(C)N(C1=NC(=NO1)C1=CC=C(C=C1)C#CC1=CC(=CC=C1)F)C